C12(OCC(C=3C=NC=CC31)O)CCC2 dihydrospiro[cyclobutane-1,1'-pyrano[4,3-c]pyridine]-4'-ol